FC(C=1C=C(C=CC1)NC(=O)N1CC2=C(CC1)C=C(S2)C2=NOC(=N2)C(F)(F)F)F N-(3-(difluoromethyl)phenyl)-2-(5-(trifluoromethyl)-1,2,4-oxadiazol-3-yl)-4,7-dihydrothieno[2,3-c]pyridine-6(5H)-carboxamide